3-[3-(4-Chloro-3-fluorophenyl)-5-({[(3,5-dichlorophenyl)methyl]carbamoyl}methyl)-1H-1,2,4-triazol-1-yl]propanoic acid ClC1=C(C=C(C=C1)C1=NN(C(=N1)CC(NCC1=CC(=CC(=C1)Cl)Cl)=O)CCC(=O)O)F